C12CCCC(CC1)N2CC(C(=O)O)=C 2-((8-azabicyclo[3.2.1]octan-8-yl)methyl)acrylic acid